OC1CC=C(CC1)C=1C=CC(=C(O\C(\C(=O)OC)=C/OC)C1)C methyl (Z)-2-[5-(4-hydroxycyclohexen-1-yl)-2-methyl-phenoxy]-3-methoxy-prop-2-enoate